7-ethoxybenzo[d]isoxazol-3-amine C(C)OC1=CC=CC=2C(=NOC21)N